dl-2,5-dimethylhexen CC(=C)CCC(C)C